FC=1[C@@](CC2(OCCO2)CC1)(C)CN |r| rac-(8-fluoro-7-methyl-1,4-dioxaspiro[4.5]dec-8-en-7-yl)methanamine